(R)-N-(6-(5-chloro-6-fluoro-7-(isopropylamino)-1H-indazol-4-yl)imidazo[1,2-a]pyrazin-2-yl)-2-(dimethylamino)propenamide ClC=1C(=C2C=NNC2=C(C1F)NC(C)C)C=1N=CC=2N(C1)C=C(N2)NC(C(=C)N(C)C)=O